C(C1=CC=CC=C1)C1(CCC1)CNC(=O)C=1NC(N=CC1)=O N-[(1-benzylcyclobutyl)methyl]-2-oxo-3H-pyrimidine-4-carboxamide